ClC=1C=C(C=CC1F)[C@@H](C)N |r| rac-1-(3-chloro-4-fluorophenyl)ethanamine